1-(exo-3-((4-((4-([1,2,4]Triazolo[1,5-a]pyridin-7-yloxy)-3-methyl-phenyl)amino)pyrido[3,4-d]pyrimidin-6-yl)oxy)-8-azabicyclo[3.2.1]octan-8-yl)prop-2-en-1-one N=1C=NN2C1C=C(C=C2)OC2=C(C=C(C=C2)NC=2C1=C(N=CN2)C=NC(=C1)OC1CC2CCC(C1)N2C(C=C)=O)C